6-(4-methylpiperazin-1-yl)-N1-[(1-methylpyrazol-3-yl)methyl]benzene-1,3-diamine CN1CCN(CC1)C1=CC=C(C=C1NCC1=NN(C=C1)C)N